C(C)(=O)NC=1C=CC(=NC1)SSC1=NC=C(C=C1)NC(C)=O 2,2'-dithiobis-(5-acetamidopyridine)